NC1=C(N=C(S1)C1=C(C=CC=C1F)F)C(=O)NC=1C=NC=CC1N1C[C@H](CCC1)N (S)-5-amino-N-(4-(3-aminopiperidin-1-yl)pyridin-3-yl)-2-(2,6-difluorophenyl)thiazole-4-carboxamide